FC=1C=C2N(CCN(C2=CC1)C(=O)NC[C@@H]1CN(CC1)C(C)C)C1=CC=C(C=C1)F (R)-6-fluoro-4-(4-fluorophenyl)-N-((1-isopropylpyrrolidin-3-yl)methyl)-3,4-dihydroquinoxaline-1(2H)-carboxamide